2-(4-(pyridin-2-yl)-1,9-dioxaspiro[5.5]undecan-4-yl)ethan-1-amine N1=C(C=CC=C1)C1(CCOC2(C1)CCOCC2)CCN